C(CCCC(=O)O)(=O)N=[N+]=[N-] glutaric acid monoazide